ClC=1C=C2C(=NC1OC)C(=C(N2C)C2=NC(=NN2)F)C=2C=NNC2 6-chloro-2-(3-fluoro-1H-1,2,4-triazol-5-yl)-5-methoxy-1-methyl-3-(1H-pyrazol-4-yl)-1H-pyrrolo[3,2-b]pyridine